1-(4-(1-(2,6-dichlorophenyl)azetidin-3-yl)-2-ethyl-6-methylbenzyl)-3-methylazetidin-3-ol ClC1=C(C(=CC=C1)Cl)N1CC(C1)C1=CC(=C(CN2CC(C2)(O)C)C(=C1)C)CC